5-fluoro-6-(4-methylpiperazin-1-yl)benzo[b]thiophene-2-carboxylic acid ethyl ester C(C)OC(=O)C1=CC2=C(S1)C=C(C(=C2)F)N2CCN(CC2)C